(S)-4-isopropyl-3-(2-((1-(4-nitrobenzyl)piperidin-4-yl)amino)pyrimidin-4-yl)2-oxazolidinone C(C)(C)[C@@H]1N(C(OC1)=O)C1=NC(=NC=C1)NC1CCN(CC1)CC1=CC=C(C=C1)[N+](=O)[O-]